COC(=O)C=1SC=CC1N(C)C=1N=NC(=C(C1)C)NC=1SC2=C(N1)C=CC=C2 ({6-[(1,3-benzothiazol-2-yl)amino]-5-Methylpyridazin-3-yl}(methyl)amino)thiophene-2-carboxylic acid methyl ester